ClC1=CC=C(C=C1)N(S(=O)(=O)F)S(=O)(=O)C1=CC=C(C=C1)C 4-chloro-N-[(4-methylphenyl)sulfonyl]-phenylsulfamoyl fluoride